BrCC1=C(C(=CC=C1)Cl)OC 1-(bromomethyl)-3-chloro-2-methoxybenzene